C1=CC=C(C=C1)C(C2=CC=CC=C2)Br α-bromodiphenylmethane